NC=1C(=NC=C(N1)N1CCC2([C@@H](COC2)N)CC1)SC=1C(=C(C=CC1)C(C(=O)N(C)C)=O)Cl (S)-2-(3-((3-amino-5-(4-amino-2-oxa-8-azaspiro[4.5]decan-8-yl)pyrazin-2-yl)thio)-2-chlorophenyl)-N,N-dimethyl-2-oxoacetamide